BrC=1C=C2C(=CC=NC2=CC1)NCC=1N=NC(=CC1)C 6-bromo-N-((6-methylpyridazin-3-yl)methyl)quinolin-4-amine